CC1(CCC(CC1)C)NC(C1=CC(=NC=C1)N1C=NC=C1)=O N-(1,4-dimethylcyclohexyl)-2-(1H-imidazol-1-yl)isonicotinamide